9-(Difluoro-methyl)-1,4,4-trimethyl-8-(1-methylsulfonyl-1H-indol-4-yl)-5H-[1,2,4]triazolo[4,3-a]quinoxaline FC(C=1C(=CC=C2NC(C=3N(C12)C(=NN3)C)(C)C)C3=C1C=CN(C1=CC=C3)S(=O)(=O)C)F